bicyclo[3.3.1]non-6-en-3-ylcarbamic acid methyl ester COC(NC1CC2CC=CC(C1)C2)=O